The molecule is an omega-hydroxy fatty acid ascaroside obtained by formal condensation of the alcoholic hydroxy group of (2E)-12-hydroxydodec-2-enoic acid with ascarylopyranose (the alpha anomer). It is a metabolite of the nematode Caenorhabditis elegans. It has a role as a Caenorhabditis elegans metabolite. It is an alpha,beta-unsaturated monocarboxylic acid and an omega-hydroxy fatty acid ascaroside. It derives from a (2E)-12-hydroxydodec-2-enoic acid. It is a conjugate acid of an oscr#19(1-). C[C@H]1[C@@H](C[C@H]([C@@H](O1)OCCCCCCCCC/C=C/C(=O)O)O)O